C(C)N1CCN(CC1)C1CCN(CC1)C1CCN(CC1)C1=NC2=CC=C(C=C2C=C1)S(=O)C 4-(4-ethylpiperazin-1-yl)-[1,4'-bipiperidin]-1'-yl-6-(methylsulfinyl)quinoline